C(C)(C)(C)OC(=O)N(CCOCC(=O)OCC)C ethyl 2-(2-((tert-butoxycarbonyl)(methyl)amino)ethoxy)acetate